CN1C=NC2=C1C=C(C(=C2F)NC3=C(C=C(C=C3)Br)F)C(=O)NOCCO 6-(4-bromo-2-fluoroanilino)-7-fluoro-N-(2-hydroxyethoxy)-3-methylbenzimidazole-5-carboxamide